BrC=1C=C(C(=O)NC(C)C2=NC=CN=C2C2=NC=C(C=C2)OC(F)F)C=C(C1)C(F)(F)F 3-bromo-N-[1-[3-[5-(difluoromethoxy)-2-pyridyl]pyrazin-2-yl]ethyl]-5-(trifluoromethyl)benzamide